7-ethoxy-2-methylimidazo[1,2-a]pyrimidine-6-carboxylic acid C(C)OC1=NC=2N(C=C1C(=O)O)C=C(N2)C